BrC1=CC=C2CC(C(C2=C1)(O)CC1=NC(=NC(=C1CO)Cl)SC)(C)C 6-bromo-1-((6-chloro-5-(hydroxymethyl)-2-(methylthio)pyrimidin-4-yl)methyl)-2,2-dimethyl-2,3-dihydro-1H-inden-1-ol